2-Amino-N-(tert-butyl)benzamide NC1=C(C(=O)NC(C)(C)C)C=CC=C1